4-[[4-(1-piperidylmethyl)-2-pyridyl]oxy]-2-butene-1-ol N1(CCCCC1)CC1=CC(=NC=C1)OCC=CCO